butyl (S)-3-fluoropyrrolidine-1-carboxylate hydrochloride Cl.F[C@@H]1CN(CC1)C(=O)OCCCC